tert-butyl 3-(3-(2-(methoxymethoxy)phenyl)-5-methyl-7-((2-(trimethylsilyl)ethoxy)methyl)-7H-pyrrolo[2,3-c]pyridazin-6-yl)azetidine-1-carboxylate COCOC1=C(C=CC=C1)C1=CC2=C(N=N1)N(C(=C2C)C2CN(C2)C(=O)OC(C)(C)C)COCC[Si](C)(C)C